2-chloro-1-cyclooctene-1-formaldehyde ClC1=C(CCCCCC1)C=O